Racemic-3-(3,5-dichlorophenyl)-1-(1-(7,8-difluoro-1-oxo-1,2-dihydroisoquinolin-4-yl)ethyl)-1-methylurea ClC=1C=C(C=C(C1)Cl)NC(N(C)[C@H](C)C1=CNC(C2=C(C(=CC=C12)F)F)=O)=O |r|